2,4,6-tri-dimethylaminomethylphenol CN(C)CC1=C(C(=CC(=C1)CN(C)C)CN(C)C)O